COC1=NC=C(C=N1)C(=O)N 2-methoxypyrimidine-5-carboxamide